FC1=C(C=CC=C1)S(=O)(=O)NC=1C(=NC=C(C1)C=1C=C2C(=NC=NC2=CC1)N1CCN(CC1)C(\C=C\C(C)=O)=O)OC (E)-2-fluoro-N-(2-methoxy-5-(4-(4-(4-oxopent-2-enoyl)piperazin-1-yl)quinazolin-6-yl)pyridin-3-yl)benzene-sulfonamide